CN1C=NC=2C(=NC=3C=CC=CC3C21)N 1-methyl-1H-imidazo[4,5-c]quinolin-4-amine